2-[3-chloro-propyl]-2-[3-methyl-2-oxo-6-[5-(trifluoromethyl)-2-thienyl]imidazo[4,5-b]pyridin-1-yl]acetamide ClCCCC(C(=O)N)N1C(N(C2=NC=C(C=C21)C=2SC(=CC2)C(F)(F)F)C)=O